(tert-butyl 6-amino-4-methylbenzo[D]thiazol-2-yl) carbamate C(N)(OC=1SC2=C(N1)C(=C(C(=C2)N)C(C)(C)C)C)=O